FC(=C[C@H](CO)NC(OCC1=CC=CC=C1)=O)F benzyl (R)-(4,4-difluoro-1-hydroxybut-3-en-2-yl)carbamate